C1(CC1)C=1N=NN(C1)[C@H](C(=O)N1[C@@H](C[C@H](C1)O)C(=O)NC1(CC1)C(C)(C)C1=CC=C(C=C1)F)C(C)(C)C (2S,4r)-1-[(2S)-2-(4-cyclopropyl-triazol-1-yl)-3,3-dimethyl-butyryl]-N-[1-[1-(4-fluorophenyl)-1-methyl-ethyl]cyclopropyl]-4-hydroxy-pyrrolidine-2-carboxamide